2-(4-(2-(4-chloro-2-fluorophenyl)-2-methylbenzo[d][1,3]dioxol-4-yl)phenyl)acetic acid methyl ester COC(CC1=CC=C(C=C1)C1=CC=CC=2OC(OC21)(C)C2=C(C=C(C=C2)Cl)F)=O